BrC=1N=C2C(=NC1)N(C=C2C2=CC=C(C(=O)N(C)C[C@@H](C)O)C=C2)S(=O)(=O)CC2=CC=CC=C2 (R)-4-(2-bromo-5-toluenesulfonyl-5H-pyrrolo[2,3-b]pyrazin-7-yl)-N-(2-hydroxypropyl)-N-methylbenzamide